(S)-8,9-difluoro-1-(methylamino)-1,5-dihydro-2H-pyrano[3,4-c]isoquinoline-4,6-dione hydrochloride salt Cl.FC=1C(=CC=2C3=C(NC(C2C1)=O)C(OC[C@H]3NC)=O)F